[OH-].C(C)[N+](C)(C)C Ethyltrimethylammonium hydroxide